CN=CC1=C(CN(C(C(C)(C)C)=O)CC(NC=2C=C3CC4(C(NC5=NC=CC=C54)=O)CC3=CC2)=O)C=CC=C1 N-(2-((Methylimino)methyl)benzyl)-N-(2-oxo-2-((2'-oxo-1,1',2',3-tetrahydrospiro[indene-2,3'-pyrrolo[2,3-b]pyridin]-5-yl)amino)ethyl)pivalamide